5-(3-phenoxybenzyl)uracil O(C1=CC=CC=C1)C=1C=C(CC=2C(NC(NC2)=O)=O)C=CC1